2-{[(αR)-6-[4-(cyclopentyl-methyl)-2,5-dioxo-imidazolidin-1-yl]spiro[3.3]-heptan-2-yl]oxy}-pyridine-3-carboxamide C1(CCCC1)CC1NC(N(C1=O)C1CC2(CC(C2)OC2=NC=CC=C2C(=O)N)C1)=O